1-[(4-[2-[4-(difluoromethoxy)phenyl]ethyl]-5-oxo-4,5-dihydro-1,3,4-oxadiazol-2-yl)methyl]-6-methyl-7-oxo-1H,6H,7H-pyrazolo[4,3-d]pyrimidine-3-carbonitrile FC(OC1=CC=C(C=C1)CCN1N=C(OC1=O)CN1N=C(C=2N=CN(C(C21)=O)C)C#N)F